C1(CCC(CC1)CC(=O)O)CC(=O)O cyclohexane-1,4-diacetic acid